(5-(6-ethoxy-1H-pyrazolo[3',4':3,4]pyrazolo[1,5-a]pyridin-4-yl)pyridin-2-yl)-2,7-diazaspiro[4.5]decane-2-carboxylic acid tert-butyl ester C(C)(C)(C)OC(=O)N1C(C2(CC1)CNCCC2)C2=NC=C(C=C2)C=2C=1N(C=C(C2)OCC)N=C2C1C=NN2